8-methyl-3-(3-oxo-3-(4-(3-(trifluoromethyl)phenyl)piperazin-1-yl)propyl)benzofuro[3,2-d]pyrimidin-4(3H)-one CC=1C=CC2=C(C1)C=1N=CN(C(C1O2)=O)CCC(N2CCN(CC2)C2=CC(=CC=C2)C(F)(F)F)=O